N[C@H]1CN(CC[C@@H]1F)C1=CC(=CC=2N(C=3N(C21)C=CN3)C=3SC(=NN3)C(F)F)S(=O)(=O)NC3(CC3)C (3S,4S)-5-(3-amino-4-fluoropiperidin-1-yl)-9-(5-(difluoromethyl)-1,3,4-thiadiazol-2-yl)-N-(1-methylcyclopropyl)-9H-benzo[d]imidazo[1,2-a]imidazole-7-sulfonamide